[Br-].C(C1=CC=CC=C1)NC1C(CCCC1)NCC1=CC=CC=C1.C(C1=CC=CC=C1)NC1C(CCCC1)NCC1=CC=CC=C1.[Ni+2].[Br-] (±)-Nickel(II) bis[N,N'-dibenzylcyclohexane-1,2-diamine] bromide